N1(CCC1)S(=O)(=O)NC(C1=C(C=C(C(=C1)C1CC1)COCC1CC2(C1)CCN(CC2)C(CC)C2=CC(=CC(=C2)Cl)Cl)F)=O N-(azetidin-1-ylsulfonyl)-5-cyclopropyl-4-(((7-(1-(3,5-dichlorophenyl)propyl)-7-azaspiro[3.5]nonan-2-yl)methoxy)methyl)-2-fluorobenzamide